difluorosulfanyl-benzophenone FS(F)C1=C(C(=O)C2=CC=CC=C2)C=CC=C1